2-(difluoromethyl)-7-(3-(6-methoxy-4-methylpyridin-3-yl)-7,8-dihydro-1,6-naphthyridin-6(5H)-yl)-8,9-dimethyl-4H-pyrimido[1,2-b]pyridazin-4-one FC(C=1N=C2N(N=C(C(=C2C)C)N2CC=3C=C(C=NC3CC2)C=2C=NC(=CC2C)OC)C(C1)=O)F